tert-butyl ((S)-1-(3-(3-((R)-2,3-dihydro-[1,4]dioxino[2,3-b]pyridin-3-yl)phenyl)-1,2,4-oxadiazol-5-yl)-3-hydroxypropan-2-yl)carbamate O1C[C@H](OC2=NC=CC=C21)C=2C=C(C=CC2)C2=NOC(=N2)C[C@@H](CO)NC(OC(C)(C)C)=O